N-(6-(4-nitrophenyl)pyridin-2-yl)benzamide [N+](=O)([O-])C1=CC=C(C=C1)C1=CC=CC(=N1)NC(C1=CC=CC=C1)=O